4-[(3-trifluoromethylphenyl)sulfinylmethyl]-1H-1,2,3-triazole FC(C=1C=C(C=CC1)S(=O)CC=1N=NNC1)(F)F